1-(2-chloropyrimidin-4-yl)-3-iodo-indazole ClC1=NC=CC(=N1)N1N=C(C2=CC=CC=C12)I